5-methoxy-2-[[(4-methoxy-3,5-dimethyl-2-pyridinyl)methyl]sulfanyl]-1H-benzimidazole COC1=CC2=C(NC(=N2)SCC2=NC=C(C(=C2C)OC)C)C=C1